(S)-4-(3-(5-(difluoromethyl)-1,3,4-thiadiazol-2-yl)-6-(N-(1-methylcyclopropyl)sulfamoyl)imidazo[1,5-a]pyridin-8-yl)-N-methyl-N-(oxetan-3-yl)morpholine-2-carboxamide FC(C1=NN=C(S1)C1=NC=C2N1C=C(C=C2N2C[C@H](OCC2)C(=O)N(C2COC2)C)S(NC2(CC2)C)(=O)=O)F